2-methyl-1-[4-(hexyl)phenyl]-2-morpholinopropane-1-one CC(C(=O)C1=CC=C(C=C1)CCCCCC)(C)N1CCOCC1